C(C)OC(=O)C1=C(C=CC=C1)NC(=O)C1=CC(=C(C(=O)OCC)C=C1OC(C)=O)OC(C)=O Ethyl 4-(2-(ethoxycarbonyl) phenylaminocarbonyl)-2,5-diacetoxybenzoate